benzyl-2,2-dimethyl-5-(1-methylazetidin-3-yl)-3,4-dihydroquinoline-1(2H)-carboxamide C(C1=CC=CC=C1)C1C(N(C2=CC=CC(=C2C1)C1CN(C1)C)C(=O)N)(C)C